Cyclobutoxypyridine-2,4-dicarboxylic acid 4-(tert-butyl) ester 2-methyl ester COC(=O)C1=NC=CC(=C1OC1CCC1)C(=O)OC(C)(C)C